FC(C(=O)O)(F)F.ClC1=CC=C(C=C1)C=1N=C2SC3=C(N2C1)C=CC(=C3)COCC#C 2-(4-Chlorophenyl)-7-((prop-2-yn-1-yloxy)methyl)benzo[d]imidazo[2,1-b]thiazole 2,2,2-trifluoroacetate